N(S(=O)(=O)C(F)(F)F)S(=O)(=O)C(F)(F)F.[NH2+]1CCCC1 azolidinium triflimide salt